C(C)OC1=NC=NC(=C1C(=O)OC)NC12CC(C1)(C2)N2CCOCC2 methyl 4-ethoxy-6-((3-morpholinobicyclo[1.1.1]pentan-1-yl)amino)pyrimidine-5-carboxylate